CC(=O)N(C)C dimethyl-acetamid